N-(4-((1H-pyrazol-1-yl)methyl)-[1,3]dioxolo[4',5':5,6]benzo[1,2-d]isoxazol-8-yl)-5-fluoro-2-methoxybenzenesulfonamide N1(N=CC=C1)CC1=CC2=C(C(=NO2)NS(=O)(=O)C2=C(C=CC(=C2)F)OC)C2=C1OCO2